NC1=NC=C(C2=C1C(=NN2C)C2=CC(=C(C=C2)NS(=O)(=O)C(F)F)O[C@@H](C)C2=CC=C(C=C2)F)C=2CCN(CC2)C (S)-N-(4-(4-amino-1-methyl-7-(1-methyl-1,2,3,6-tetrahydropyridin-4-yl)-1H-pyrazolo[4,3-c]pyridin-3-yl)-2-(1-(4-fluorophenyl)ethoxy)phenyl)-1,1-difluoromethanesulfonamide